6-[5-[(1S)-1-Aminoethyl]-1,2,4-triazol-1-yl]pyrimidine-4-carbonitrile 2,2,2-trifluoroacetic acid salt FC(C(=O)O)(F)F.N[C@@H](C)C1=NC=NN1C1=CC(=NC=N1)C#N